2-(difluoromethoxy)-4-(5-(dimethylamino)-6-(((R*)-3-hydroxy-3-methylbutan-2-yl)oxy)pyrazolo[1,5-a]pyrimidin-3-yl)-N-((1R,2S)-2-fluorocyclopropyl)-6-methoxybenzamide FC(OC1=C(C(=O)N[C@H]2[C@H](C2)F)C(=CC(=C1)C=1C=NN2C1N=C(C(=C2)O[C@H](C)C(C)(C)O)N(C)C)OC)F |o1:26|